[Ni]=[Se] Nickel(II)-selenid